11-((2-(2,6-dioxopiperidin-3-yl)-1,3-dioxoisoindolin-5-yl)amino)undecanoic acid O=C1NC(CCC1N1C(C2=CC=C(C=C2C1=O)NCCCCCCCCCCC(=O)O)=O)=O